(E)-3-(2-methylquinolin-6-yl)-N-(1-(oxetan-3-yl)piperidin-4-yl)acrylamide CC1=NC2=CC=C(C=C2C=C1)/C=C/C(=O)NC1CCN(CC1)C1COC1